2-chloro-N-((1R,2R,4S)-7-cyano-7-azabicyclo[2.2.1]heptan-2-yl)-4-(4-(cyanomethyl)-2-pyridinyl)benzamide ClC1=C(C(=O)N[C@H]2[C@H]3CC[C@@H](C2)N3C#N)C=CC(=C1)C1=NC=CC(=C1)CC#N